3-(2-((tert-Butyldimethylsilanyloxy)ethyl)-1H-indol-5-yl)piperidine-1-carboxylic acid tert-butyl ester C(C)(C)(C)OC(=O)N1CC(CCC1)C=1C=C2C=C(NC2=CC1)CCO[Si](C)(C)C(C)(C)C